N-phenyl-carbamic acid (octadecylphenyl) ester C(CCCCCCCCCCCCCCCCC)C1=C(C=CC=C1)OC(NC1=CC=CC=C1)=O